2,3-dimethyl-2-(2-propyl)-butyric acid-N-methylamide CNC(C(C(C)C)(C(C)C)C)=O